ethyl 2-(4-(1-(2,6-bis(benzyloxy)pyridin-3-yl)-3-methyl-2-oxo-2,3-dihydro-1H-benzo[d]imidazol-5-yl)cyclohex-3-en-1-yl)acetate C(C1=CC=CC=C1)OC1=NC(=CC=C1N1C(N(C2=C1C=CC(=C2)C2=CCC(CC2)CC(=O)OCC)C)=O)OCC2=CC=CC=C2